[N+](=O)([O-])C1=C(NCC(=C)C)C(=CC(=C1)C(F)(F)F)[N+](=O)[O-] 2,6-dinitro-N-(2-methyl-2-propenyl)-4-(trifluoromethyl)aniline